6-chloro-8-fluoro-2-hydroxyquinoline-3-carbonitrile ClC=1C=C2C=C(C(=NC2=C(C1)F)O)C#N